(6-bromo-3-(2-chloro-5-fluorophenyl)-2-(4-methoxybenzyl)-1-oxoisoindolin-4-yl)-3-fluoro-5-(trifluoromethyl)benzamide BrC1=CC(=C2C(N(C(C2=C1)=O)CC1=CC=C(C=C1)OC)C1=C(C=CC(=C1)F)Cl)C1=C(C(=O)N)C=C(C=C1F)C(F)(F)F